ClC1=C(C(=CC(=C1)Cl)Cl)C1=C2NC(=C1)C=C1C=CC(=N1)C=C1C=CC(N1)=CC=1C=CC(N1)=C2 (2,4,6-trichlorophenyl)porphyrin